rac-tert-butyl [(6'-chloro-3'H-spiro[cyclopropane-1,2'-furo[3,2-b]pyridine]-3'-yl)methyl]carbamate ClC=1C=C2C(=NC1)[C@H](C1(O2)CC1)CNC(OC(C)(C)C)=O |r|